(1H-IMIDAZOL-2-YL)-ACETALDEHYDE N1C(=NC=C1)CC=O